BrC1=CC(=C(CNCC=2N=C(SC2C(=O)O)C(C)(C)C)C=C1)C 4-(((4-bromo-2-methylbenzyl)amino)methyl)-2-(tert-butyl)thiazole-5-carboxylic acid